(1R,5S)-3,8-diazabicyclo[3.2.1]octane-8-carboxylic acid tert-butyl ester hydrochloride Cl.C(C)(C)(C)OC(=O)N1[C@H]2CNC[C@@H]1CC2